NCCNCCNCCNCC[NH-] N-(N'-{N''-[N-(2-aminoethyl)-2-aminoethyl]-2-aminoethyl}-2-aminoethyl)-amide